1-(((S)-2-amino-3-methylbutanoyl)oxy)-2-methylpropyl-3-(2-(dimethylamino)ethyl)-5-methoxy-1H-indole-1-carboxylic acid bistrifluoroacetate FC(C(=O)O)(F)F.FC(C(=O)O)(F)F.N[C@H](C(=O)OC(C(C)C)C=1N(C2=CC=C(C=C2C1CCN(C)C)OC)C(=O)O)C(C)C